C1(CC1)C1=NC=C(C(=N1)N1C(C2=C(CC1)N=CN2)C2=CC(=CC=C2)F)C#N 2-cyclopropyl-4-(4-(3-fluorophenyl)-3,4,6,7-tetrahydro-5H-imidazo[4,5-c]pyridin-5-yl)pyrimidine-5-carbonitrile